C=1N=CN2C1C=C(C=C2)OC2=C(C=C(C=C2)NC2=NC=NC1=CC=C(C=C21)C2CN(CCC2)C(C=C)=O)C 1-(3-(4-((4-(imidazo[1,5-a]pyridin-7-yloxy)-3-methylphenyl)amino)quinazolin-6-yl)piperidin-1-yl)prop-2-en-1-one